C(#N)C=1C(OC2=CC=C(C=C2C1C)C)=O 3-Cyano-4,6-dimethylcoumarin